5-Benzyl-N-(1-methyl-2-oxo-2,3,4,5-tetrahydro-1H-imidazo[1,5-a][1,3]diazepin-3-yl)-1H-1,2,4-triazol-3-carboxamid C(C1=CC=CC=C1)C1=NC(=NN1)C(=O)NC1C(N(C=2N(CC1)C=NC2)C)=O